tert-butyl-4-(4-{[(1R)-1-(3-{1,1-difluoro-2-methyl-2-[(triethylsilyl)oxy]propyl}-2-fluorophenyl)ethyl]amino}-2,7-dimethylpyrido[2,3-d]pyrimidin-6-yl)-3,6-dihydropyridine C(C)(C)(C)C1=NCC=C(C1)C1=CC2=C(N=C(N=C2N[C@H](C)C2=C(C(=CC=C2)C(C(C)(O[Si](CC)(CC)CC)C)(F)F)F)C)N=C1C